2-(3-(5-amino-6-(4-(2-cyanoethyl)piperazin-1-yl)pyrazin-2-yl)-4-methylphenyl)-3,3,3-trifluoro-2-hydroxypropanamide trifluoroacetate FC(C(=O)O)(F)F.NC=1N=CC(=NC1N1CCN(CC1)CCC#N)C=1C=C(C=CC1C)C(C(=O)N)(C(F)(F)F)O